O1N=CC(=C1)C1=CCNCC(N1C)=O 7-(isoxazol-4-yl)-1-methyl-2-oxo-1,2,3,4-tetrahydro-[1,4]Diazepine